3,5-dichloro-2-aminobenzoyl chloride ClC=1C(=C(C(=O)Cl)C=C(C1)Cl)N